OCCCN(C)C β-Hydroxyethyl-trimethylamine